5-(1-methylcyclopropoxy)-1-(tetrahydro-2H-pyran-2-yl)-1H-indazole CC1(CC1)OC=1C=C2C=NN(C2=CC1)C1OCCCC1